N[C@@H]1CN(CC1)C1=C(C=NC=C1C1=CC(=CC=C1)C#N)C1=NC2=C(N1)C=CC=C2 2-{4-[(3S)-3-Aminopyrrolidin-1-yl]-5-(3-cyanophenyl)pyridin-3-yl}-1H-1,3-benzodiazol